(R)-3-(3,3-difluoropyrrolidin-1-yl)-3-(4-hydroxyphenyl)-7-(trifluoromethyl)indol-2-one FC1(CN(CC1)[C@]1(C(NC2=C(C=CC=C12)C(F)(F)F)=O)C1=CC=C(C=C1)O)F